N(=[N+]=[N-])P(=O)(C1=CC=CC=C1)C1=CC=CC=C1 [azido(phenyl)phosphoryl]benzene